C(C)OC1=C(C=CC=C1)NC(CC(C)=O)=O N-(2-ethoxyphenyl)-3-oxo-butanamide